2-[2-chloro-3-(5-chloro-2-methylpyridine-3-sulfonamido)-6-fluorophenyl]-N-methylimidazo[1,5-b]pyridazine-5-carboxamide ClC1=C(C(=CC=C1NS(=O)(=O)C=1C(=NC=C(C1)Cl)C)F)C=1C=CC=2N(N1)C=NC2C(=O)NC